N-(1-(4-chlorophenyl)-2,2,2-trifluoroethyl)-N-ethyl-1-methyl-2-oxo-1,2-dihydropyridine-4-sulfonamide ClC1=CC=C(C=C1)C(C(F)(F)F)N(S(=O)(=O)C1=CC(N(C=C1)C)=O)CC